Cl.CC=1N=C2N(C=C(C=C2C)C=2N=C3N(C(N2)=O)C=C(C=C3F)N3C[C@@H](NCC3)C)C1 (S)-2-(2,8-dimethylimidazo[1,2-a]pyridin-6-yl)-9-fluoro-7-(3-methylpiperazin-1-yl)-4H-pyrido[1,2-a][1,3,5]triazin-4-one hydrochloride